[Si](C1=CC=CC=C1)(C1=CC=CC=C1)(C(C)(C)C)OC(CC1=NC=CC=C1C(=O)O)C 2-[2-[(tert-butyldiphenylsilyl)oxy]propyl]pyridine-3-carboxylic acid